N1=C(C=NC2=CC=CC=C12)C(=O)NCC1=NOC(C1)C(=O)N 3-((quinoxaline-2-carboxamido)methyl)-4,5-dihydroisoxazole-5-carboxamide